8-fluoro-5-methyl-3-(3-oxo-3-(4-propylpiperazin-1-yl)propyl)isoquinolin-1(2H)-one FC=1C=CC(=C2C=C(NC(C12)=O)CCC(N1CCN(CC1)CCC)=O)C